CC1=NN2C(N(CCC2)C(CCC(=O)NC2=CC=C(C=C2)C2=CC=C(C=C2)C)=O)=C1 4-(2-methyl-6,7-dihydropyrazolo[1,5-a]pyrimidin-4(5H)-yl)-N-(4'-methyl-[1,1'-biphenyl]-4-yl)-4-oxobutanamide